Potassium-Niobium Silicate Potassium-niobium silicate [Si]([O-])([O-])([O-])[O-].[Nb+5].[K+].[Si]([O-])([O-])([O-])[O-].[Nb+5].[K+]